diethyl 2-acetoxymalonate C(C)(=O)OC(C(=O)OCC)C(=O)OCC